C(C)(C)(C)C1=CC=C(C=C1)C=1C=2N(C3=CC=C(C=C3N1)S(=O)(=O)N)C=CC2 4-(4-(tert-Butyl)phenyl)pyrrolo[1,2-a]quinoxaline-7-sulfonamide